C(C1=CC=CC=C1)OC(=O)N1CC(CC(C1)(F)F)C(=O)O 1-benzyloxycarbonyl-5,5-difluoro-piperidine-3-carboxylic acid